methyl bromo-4-hydroxy-1,5-naphthyridine-3-carboxylate BrC1=NC2=CC=CN=C2C(=C1C(=O)OC)O